7-methoxy-4-(1-methyl-1H-pyrazol-4-yl)-1H-1,3-benzodiazol COC1=CC=C(C2=C1NC=N2)C=2C=NN(C2)C